2,4',5'-trihydroxy-5,2'-dibromo-benzophenone OC1=C(C(=O)C2=C(C=C(C(=C2)O)O)Br)C=C(C=C1)Br